L-(-)-Ascorbic Acid O=C1C(O)=C(O)[C@H](O1)[C@@H](O)CO